C(#N)[C@H]1N(CSC1)C(CNC(=O)C1=CC=NC2=CC=C(C=C12)N1C(CCC1)=O)=O (R)-N-(2-(4-Cyanothiazolidin-3-yl)-2-oxoethyl)-6-(2-oxopyrrolidin-1-yl)-quinoline-4-carboxamide